CC1=NC=CC(=N1)C1=CC=2C=NC(=CC2N1)NC1CCOCC1 2-(2-methylpyrimidin-4-yl)-N-(tetrahydro-2H-pyran-4-yl)-1H-pyrrolo[3,2-c]pyridin-6-amine